C(C1=CC=CC=C1)OC=1C(=CC(=NC1)OC1=C(C=C(C=C1Cl)N1N=C(C(NC1=O)=O)C(F)F)Cl)S(=O)(=O)NC1CSC1 5-benzyloxy-2-[2,6-dichloro-4-[6-(difluoromethyl)-3,5-dioxo-1,2,4-triazin-2-yl]-phenoxy]-N-(thietan-3-yl)-pyridine-4-sulfonamide